COC1=C(C=C2CCN(CC2)C(=O)OC(C)(C)C)C(=CC(=C1)C1=CN(C(C(=C1C)C)=O)C)OC tert-butyl 4-(2,6-dimethoxy-4-(1,4,5-trimethyl-6-oxo-1,6-dihydropyridin-3-yl)benzylidene)piperidine-1-carboxylate